NC1=C2N=CN(C2=NC(=N1)Cl)[C@H]1[C@H]([C@@H]([C@H](O1)COC(C(=O)O)(C(=O)O)CC1=CC(=C(C=C1)C#N)F)O)F 2-(((2R,3R,4S,5R)-5-(6-amino-2-chloro-9H-purin-9-yl)-4-fluoro-3-hydroxytetrahydrofuran-2-yl)methoxy)-2-(4-cyano-3-fluorobenzyl)malonic acid